[O-2].[Mg+2].[Co+2].[Li+] Lithium cobalt magnesium oxide